BrC1=NN(C(=C1)C(=O)NC=1C(=CC=2N(C1C(=O)NOC(C)C)N=CC2)C)C2=NC=CC=C2Cl 6-(3-Bromo-1-(3-chloropyridin-2-yl)-1H-pyrazol-5-carboxamido)-N-isopropoxy-5-methylpyrazolo[1,5-a]pyridin-7-carboxamid